C(C)C(C(=O)[O-])CCCC.C(C)C(C(=O)[O-])CCCC.[Zn+2] zinc (II) bis(2-ethylhexanoate)